COC(=O)C1=NN(C=C1[N+](=O)[O-])CC1=CC=C(C=C1)OC (4-methoxybenzyl)-4-nitro-1H-pyrazole-3-carboxylic acid methyl ester